[Na+].C(CCCCCCCCCCC)C(C(C(=O)[O-])S(=O)(=O)O)(C(=O)[O-])CCCCCCCCCCCC.[Na+] dilaurylsulfosuccinate sodium salt